6-bromo-7-(1-ethyl-3-(trifluoromethyl)-1H-pyrazol-4-yl)benzo[d]isoxazole BrC1=C(C2=C(C=NO2)C=C1)C=1C(=NN(C1)CC)C(F)(F)F